7-fluoro-8-methyl-3-(3-(cis-3-methyl-1-(4-methyl-4H-1,2,4-triazol-3-yl)cyclobutyl)phenyl)-6-(((s)-3-methylpiperidin-1-yl)methyl)-4H-chromen-4-one FC1=C(C=C2C(C(=COC2=C1C)C1=CC(=CC=C1)C1(CC(C1)C)C1=NN=CN1C)=O)CN1C[C@H](CCC1)C